CN1N=CC(=C1)NC1=NC=CC(=N1)C1=CC2CCC(C1)N2C(=O)OC(C)(C)C tert-butyl 3-(2-((1-methyl-1H-pyrazol-4-yl)amino)pyrimidin-4-yl)-8-azabicyclo[3.2.1]oct-2-ene-8-carboxylate